O1CCN(CC1)C1=CC=C(C=C1)CNC1=CC=NC=C1 N-(4-morpholinophenylmethyl)pyridin-4-amine